3-fluoro-1,3-dimethylindolin-2-one FC1(C(N(C2=CC=CC=C12)C)=O)C